tert-butyl-(R)-5-formyl-2,2-dimethylpyrrol C(C)(C)(C)C=1C(N=C(C1)C=O)(C)C